CC1(CC[C@@H](CN1)NC1=NC=C(C(=N1)C1=CNC=2C(N(CCCC21)CC(F)(F)F)=O)C(F)(F)F)C 3-(2-{[(3S)-6,6-dimethylpiperidin-3-yl]amino}-5-(trifluoromethyl)pyrimidin-4-yl)-7-(2,2,2-trifluoroethyl)-1H,4H,5H,6H,7H,8H-pyrrolo[2,3-c]azepin-8-one